(6Z)-9-bromo-6-nonenyl acetate C(C)(=O)OCCCCC\C=C/CCBr